5-(3-Chloro-phenylamino)-benzo[c][2,6]naphthyridine-8-carboxylic acid ClC=1C=C(C=CC1)NC1=NC2=C(C3=CN=CC=C13)C=CC(=C2)C(=O)O